BrC=1CSC2=CC(=CC=C2C1C=1C=NC(=CC1)O[C@@H]1CN(CC1)CCCF)O (S)-3-bromo-4-(6-((1-(3-fluoropropyl)pyrrolidin-3-yl)oxy)pyridin-3-yl)-2H-thiochromen-7-ol